Carbonylbenzotriazol C(=O)=C1C=CC=C2N=NN=C21